(7-(2-(4-(6-Fluorobenzo[b]thiophen-4-yl)piperazin-1-yl)ethyl)-4-hydroxy-2-oxoquinolin-1(2H)-yl)methyl dodecanoate C(CCCCCCCCCCC)(=O)OCN1C(C=C(C2=CC=C(C=C12)CCN1CCN(CC1)C1=CC(=CC=2SC=CC21)F)O)=O